5-(4-((3-ethyl-2,4-dioxo-1,2,3,4-tetrahydrothieno[3,2-d]pyrimidin-6-yl)methyl)-2-oxopiperazin-1-yl)-N,6-dimethylpicolinamide C(C)N1C(NC2=C(C1=O)SC(=C2)CN2CC(N(CC2)C=2C=CC(=NC2C)C(=O)NC)=O)=O